FC=1C=C2C(CCOC2=CC1)=NNS(=O)(=O)C1=CC=C(C)C=C1 N'-(6-fluorochroman-4-ylidene)4-toluenesulfonyl-hydrazine